C(ON=NC1=CC=CC=C1)(OCC1=CC=CC=C1)=O (phenylazo) benzyl carbonate